2,2-dimethyl-5,10-diphenyl-1,5,10,10a-tetrahydropyrrolo[1,2-b]cinnolin-3(2H)-one CC1(CC2N(N(C=3C=CC=CC3C2C2=CC=CC=C2)C2=CC=CC=C2)C1=O)C